N-((R or S)-(3-chloro-2,4-difluorophenyl)(6-(trifluoromethyl)pyridin-3-yl)methyl)-(R or S)-2-isopropyl-3-oxo-piperazine-1-carboxamide ClC=1C(=C(C=CC1F)[C@H](NC(=O)N1[C@@H](C(NCC1)=O)C(C)C)C=1C=NC(=CC1)C(F)(F)F)F |o1:8,13|